NC=1C=CC(=NC1C#CC[C@@H]([C@@H](C1=CC(=C(C(=C1)OC)C)OC)O[Si](C)(C)C(C)(C)C)OC1CCCC1)C(=O)OC methyl 5-amino-6-[(4S,5R)-5-[tert-butyl(dimethyl)silyl]oxy-4-(cyclopentoxy)-5-(3,5-dimethoxy-4-methyl-phenyl)pent-1-ynyl]pyridine-2-carboxylate